CC1=CC=C(C=C1)S(=O)(=O)NC1=C(C=CC=C1)\N=N\C1=CC=CC=C1 (E)-4-methyl-N-[2-(phenyldiazenyl)phenyl]benzenesulfonamide